ClC=1C=CC(=C(C1)C1=CC(N(C=C1OC)C(C(=O)NC1=CC=C(C(=O)O)C=C1)CC)=O)C=1OC(=NN1)C(F)(F)F 4-({2-[4-{5-chloro-2-[5-(trifluoromethyl)-1,3,4-oxadiazol-2-yl]phenyl}-5-methoxy-2-oxopyridin-1(2H)-yl]butanoyl}amino)benzoic acid